1-(6,7-dihydro-5H-benzo[6,7]cyclohepta[1,2-c]pyridazin-3-yl)-N3-(2,3,4,5-tetrahydrobenzo[b]oxepin-7-yl)-1H-1,2,4-triazole-3,5-diamine N1=NC(=CC2=C1C1=C(CCC2)C=CC=C1)N1N=C(N=C1N)NC1=CC2=C(OCCCC2)C=C1